N-(2-(1,5-dimethyl-1H-pyrazol-4-yl)methyl-2-((1-methyl-1H-pyrazol-5-yl)amino)pyrimidin-4-yl)oxazole-2-carboxamide CN1N=CC(=C1C)CC1(NC=CC(=N1)NC(=O)C=1OC=CN1)NC1=CC=NN1C